FC=1C=2N(C=C(C1)NC(=O)N1CCC=3C1=NC=CC3N3C[C@]1(CC3)OCCN(C1)C(=O)OC(C)(C)C)C=C(N2)C tert-butyl (S)-2-(1-((8-fluoro-2-methylimidazo[1,2-a]pyridin-6-yl)carbamoyl)-2,3-dihydro-1H-pyrrolo[2,3-b]pyridin-4-yl)-6-oxa-2,9-diazaspiro[4.5]decane-9-carboxylate